(6-(3-(6,7-dihydropyrazolo[1,5-a]pyrimidin-4(5H)-yl)-7,8-dihydro-1,6-naphthyridin-6(5H)-yl)-5-methylpyridazin-3-yl)(4-methylpiperazin-1-yl)methanone N1=CC=C2N1CCCN2C=2C=NC=1CCN(CC1C2)C2=C(C=C(N=N2)C(=O)N2CCN(CC2)C)C